ClC=1C(=NC(=NC1)NC=1C=CC(=C2CCOC21)C(=O)NOCC(C)C)NC2=C(C=CC=C2)P(=O)(C)C 7-(5-chloro-4-(2-(dimethylphosphoryl)phenylamino)pyrimidin-2-ylamino)-N-isobutoxy-2,3-dihydrobenzofuran-4-carboxamide